OC(C(C)O)S(=O)(=O)[O-] 1,2-dihydroxypropanesulfonate